C(C)(=O)O[C@@H]1[C@@](O[C@H]([C@@H]1OC(C)=O)N1C(N=C(C=C1)OC)=O)(F)COC(C1=CC(=CC=C1)Cl)=O.IC1=C(C(=O)NC2=CC=CC=C2)C=CC=C1 2-iodo-N-(phenyl)benzamide [(2S,3S,4R,5R)-3,4-diacetoxy-2-fluoro-5-(4-methoxy-2-oxo-pyrimidin-1-yl)tetrahydrofuran-2-yl]methyl-3-chlorobenzoate